BrC=1N=C(N2C1C(=NC=C2)NCC2=C(C=C(C=C2)OC)OC)[C@@H]2OC[C@H](NC2)CN2[C@H](CCC2)C(=O)OC (R)-methyl 1-(((3R,6R)-6-(1-bromo-8-((2,4-dimethoxybenzyl)amino)imidazo[1,5-a]pyrazin-3-yl)morpholin-3-yl)methyl)pyrrolidine-2-carboxylate